Cl.N1N=CC(=C1)C1CNCCO1 2-(1H-pyrazol-4-yl)morpholine HCl salt